N1(CCOCC1)C(C(=O)C1=CC=C(CC2(C3=CC=CC=C3C3=CC=4C(C=5C=CC=CC5C(C4C=C32)=O)=O)CC3=CC=C(C=C3)C(C(C)(N3CCOCC3)C)=O)C=C1)(C)C 13,13-bis(4-(2-morpholinyl-2-methylpropanoyl)benzyl)-6H-indeno[1,2-b]anthracene-6,11(13H)-dione